1-(4-bromophenyl)-4-{[1-(trifluoromethyl)cyclopropyl]methyl}piperazine BrC1=CC=C(C=C1)N1CCN(CC1)CC1(CC1)C(F)(F)F